[6-[3-(1-fluorocyclopropyl)-1H-1,2,4-triazol-5-yl]-2-azaspiro[3.3]heptan-2-yl]-[6-[[5-(trifluoromethyl)thiazol-2-yl]methyl]-2,6-diazaspiro[3.3]heptan-2-yl]methanone FC1(CC1)C1=NNC(=N1)C1CC2(CN(C2)C(=O)N2CC3(C2)CN(C3)CC=3SC(=CN3)C(F)(F)F)C1